COC1=C(C=CC(=C1)N[C@H]1CNCC1)NC1=NC2=C(C=CC=C2C=N1)C=1C=C(C=CC1)NC(C=C)=O (R)-N-(3-(2-((2-methoxy-4-(pyrrolidin-3-ylamino)phenyl)amino)quinazolin-8-yl)phenyl)acrylamide